C(C)(C)(C)OC(=O)NCCCN1CCNCC1 4-[3-(tert-butoxycarbonylamino)propyl]piperazin